3-FLUOROSALICYLALDEHYDE FC1=C(C(C=O)=CC=C1)O